2-(5-bromo-2-fluorophenyl)-2-cyclopropyl-acetic acid methyl ester COC(C(C1CC1)C1=C(C=CC(=C1)Br)F)=O